FC(CC(=O)NNC(=O)C12CC(C1)(C2)C2CN(C2)C(=O)OC(C)(C)C)(F)F tert-butyl 3-[3-[(3,3,3-trifluoropropanoylamino)carbamoyl]-1-bicyclo[1.1.1]pentanyl]azetidine-1-carboxylate